C1=CN=C(N1)Cl The molecule is an imidazole compound having a chloro substituent at the 2-position. It is a conjugate base of a 2-chloroimidazolium ion.